COC=1C=C(C=CC1)C=1C=CC2=CN(N=C2C1)CCCN(C)C 3-(6-(3-methoxyphenyl)-2H-indazol-2-yl)-N,N-dimethylpropan-1-amine